4-Phenylethoxyquinoline-2-carboxylic acid methyl ester COC(=O)C1=NC2=CC=CC=C2C(=C1)OCCC1=CC=CC=C1